N-(3-(N-methyl-N-((piperidin-4-yl)methyl)amino)propyl)-2-(4-methoxyphenyl)quinolin-4-amine hydrochloride Cl.CN(CC1CCNCC1)CCCNC1=CC(=NC2=CC=CC=C12)C1=CC=C(C=C1)OC